5,8-dimethylnaphthalene-2,6-diyl diacrylate C(C=C)(=O)OC1=CC2=C(C=C(C(=C2C=C1)C)OC(C=C)=O)C